2-(((oxiran-2-yl)methyl)thio)ethanol O1C(C1)CSCCO